FC(C(C(F)(F)F)(C(F)(F)F)OC=C(C(C(F)(F)F)(F)F)F)(F)F 1,1,1,3,3,3-hexafluoro-2-(2,3,3,4,4,4-hexafluorobut-1-enoxy)-2-(trifluoromethyl)propane